azelaic Acid C(CCCCCCCC(=O)O)(=O)O